3-(isoquinolin-4-yl)-7-methyl-6-(trifluoromethyl)quinazoline-2,4(1H,3H)-dione C1=NC=C(C2=CC=CC=C12)N1C(NC2=CC(=C(C=C2C1=O)C(F)(F)F)C)=O